FC(C=1N=C(C2=CC(=NC=C2C1)N[C@@H]1CNCCC1)NC(C)C)F (S)-3-(difluoromethyl)-N1-isopropyl-N7-(piperidin-3-yl)-2,6-naphthyridine-1,7-diamine